((S)-2-((tert-butyldimethylsilyl)oxy)-1-(3-chlorophenyl)-ethyl)-4-(3-(1-methyl-1H-pyrazol-5-yl)-1-(tetrahydro-2H-pyran-2-yl)-1H-indazol-5-yl)pyridin-2(1H)-one [Si](C)(C)(C(C)(C)C)OC[C@H](C1=CC(=CC=C1)Cl)N1C(C=C(C=C1)C=1C=C2C(=NN(C2=CC1)C1OCCCC1)C1=CC=NN1C)=O